1-((3aR,5r,6aS)-5-((5-([1,2,4]triazolo[4,3-a]pyridin-6-yl)-4-methoxy-7H-pyrrolo[2,3-d]pyrimidin-2-yl)amino)hexahydrocyclopenta[c]pyrrol-2(1H)-yl)ethan-1-one N=1N=CN2C1C=CC(=C2)C2=CNC=1N=C(N=C(C12)OC)NC1C[C@@H]2[C@@H](CN(C2)C(C)=O)C1